N1(C=NC=C1)CC1=CC(=CC=C1)CN1C=NC=C1 1,3-bis(1H-imidazol-1-ylmethyl)benzene